2-((2-(2,6-dioxopiperidin-3-yl)-1-oxoisoindolin-4-yl)oxy)-N-(7-(2-(7-(4-(2-hydroxyethyl)piperazin-1-yl)-2-methyl-5-phenylpyrazolo[1,5-a]pyrimidin-3-yl)phenyl)heptyl)-acetamide O=C1NC(CCC1N1C(C2=CC=CC(=C2C1)OCC(=O)NCCCCCCCC1=C(C=CC=C1)C=1C(=NN2C1N=C(C=C2N2CCN(CC2)CCO)C2=CC=CC=C2)C)=O)=O